Glycidyl-Carbamate C(C1CO1)NC([O-])=O